N1N=CC2=C(C=CC=C12)C1=CC(=NC2=CC=C(C=C12)C(=O)O)C 4-(1H-indazol-4-yl)-2-methylquinoline-6-carboxylic acid